1-(3,5-Difluoropyridin-2-yl)-7-methoxy-3-methyl-8-(1H-pyrazol-4-yl)-1,3-dihydro-imidazo[4,5-c]quinolin-2-one FC=1C(=NC=C(C1)F)N1C(N(C=2C=NC=3C=C(C(=CC3C21)C=2C=NNC2)OC)C)=O